ClC=1C(=CC=C2C=C(C=C(C12)C1=C(C=2N=C(N=C(C2C=N1)N1CC2CCC(C1)N2C(=O)OC(C)(C)C)OCC2(CC2)C=O)F)OCOC)F tert-butyl 3-(7-(8-chloro-7-fluoro-3-(methoxymethoxy)naphthalen-1-yl)-8-fluoro-2-((1-formylcyclopropyl)methoxy)pyrido[4,3-d]pyrimidin-4-yl)-3,8-diazabicyclo[3.2.1]octane-8-carboxylate